C1(=CC=CC2=CC=CC=C12)[S+](C1=CC=CC=C1)C1=CC=CC2=CC=CC=C12 di-naphthylphenyl-sulfonium